FC(C1=CC=C(C(=N1)OC)[C@H]1[C@@H](O[C@]([C@H]1C)(C(F)(F)F)C)C(=O)NC=1C=NC(=CC1)CO)F |o1:10,11,13,14| rel-(2R,3S,4S,5R)-3-(6-(difluoromethyl)-2-methoxypyridin-3-yl)-N-(6-(hydroxymethyl)pyridin-3-yl)-4,5-dimethyl-5-(trifluoromethyl)tetrahydrofuran-2-carboxamide